COC1=CC=CC2=C1N=C(O2)NC2=CC=CC=C2 4-methoxybenzoxazolyl-aniline